F[C@@H](CN(CCC(C(=O)O)NC1=NC(=NC2=CC=CC=C12)C)CCCCC1=NC=2NCCCC2C=C1)COC 4-(((S)-2-fluoro-3-methoxypropyl)(4-(5,6,7,8-tetrahydro-1,8-naphthyridin-2-yl)butyl)amino)-2-((2-methylquinazolin-4-yl)amino)butanoic acid